n-eicosoxy chloroformate ClC(=O)OOCCCCCCCCCCCCCCCCCCCC